FC(OC1=CC=C(C=C1)S(=O)(=O)N1CCC2(C(CO2)N2CCOCC2)CC1)F 7-((4-(Difluoromethoxy)phenyl)sulfonyl)-3-morpholino-1-oxa-7-azaspiro[3.5]nonane